2-amino-N-(((2S)-4-(6-((2-amino-2-oxo-1-phenylethyl)thio)-3,5-dicyano-4-ethylpyridin-2-yl)morpholin-2-yl)methyl)-2-methylpropanamide NC(C(=O)NC[C@H]1CN(CCO1)C1=NC(=C(C(=C1C#N)CC)C#N)SC(C(=O)N)C1=CC=CC=C1)(C)C